Cl.C(C)OC(C[C@@H](C=1C=C(C=C(C1F)C(F)F)C1=C(C=CC=C1C)O)N)=O.C1(=CC=C(C=C1)C1CC(C(NC1)=O)C1=CC=C(C=C1)F)C1=CC=CC=C1 5-(4-biphenylyl)-3-(4-fluorophenyl)piperidin-2-one ethyl-(S)-3-amino-3-(5-(difluoromethyl)-4-fluoro-2'-hydroxy-6'-methyl-[1,1'-biphenyl]-3-yl)propanoate hydrochloride